Gold(I) cyanid [Au]C#N